(Z)-3-(dimethylamino)-1-(3-fluorophenyl)prop-2-en-1-one CN(\C=C/C(=O)C1=CC(=CC=C1)F)C